Isopropyl ((S)-(((2R,3R,4R,5R)-5-(2-amino-6-(methylamino)-9H-purin-9-yl)-4-fluoro-4-(fluoromethyl)-3-hydroxytetrahydrofuran-2-yl)methoxy)(phenoxy)phosphoryl)-L-alaninate NC1=NC(=C2N=CN(C2=N1)[C@H]1[C@]([C@@H]([C@H](O1)CO[P@](=O)(OC1=CC=CC=C1)N[C@@H](C)C(=O)OC(C)C)O)(CF)F)NC